N(=[N+]=[N-])CC(=O)C1OC2=C(C1)C=CC=C2 2-azido-1-(2,3-dihydrobenzofuran-2-yl)ethanone